CC1=C(C(=CC(=C1)C(F)(F)F)C)N1N=C(C(=C(C1=O)N1N=C(N=C1)C=C)O)C(C)C 2-[2,6-dimethyl-4-(trifluoromethyl)phenyl]-5-hydroxy-6-isopropyl-4-(3-vinyl-1H-1,2,4-triazol-1-yl)pyridazin-3(2H)-one